1-(5-chloro-2-(phenylamino)pyridin-4-yl)-1H-imidazole-4-carboxylic acid ClC=1C(=CC(=NC1)NC1=CC=CC=C1)N1C=NC(=C1)C(=O)O